2'-fluorobiphenyl-4-carbaldehyde FC1=C(C=CC=C1)C1=CC=C(C=C1)C=O